(4-(di-tert-butylfluorosilyl)phenyl)methanol C(C)(C)(C)[Si](C1=CC=C(C=C1)CO)(F)C(C)(C)C